C(C)OC=1C(=C(O)C=CC1C(C)(C)C1=CC=C(C=C1)O)OCC diethoxybisphenol a